N-(1-(5-fluoro-2-(4-methoxybenzyloxy)-phenyl)ethyl)imidazo[1,2-b]Pyridazin-6-amine FC=1C=CC(=C(C1)C(C)NC=1C=CC=2N(N1)C=CN2)OCC2=CC=C(C=C2)OC